bis(dicarboxyphenyl)pyridine C(=O)(O)C=1C(=C(C=CC1)C=1C(=NC=CC1)C1=C(C(=CC=C1)C(=O)O)C(=O)O)C(=O)O